C(C)(C)(C)OC(=O)N[C@@H](C(=O)O)CC (2R)-2-(t-butoxycarbonylamino)butyric acid